2-(4-(3-(1-(4-amino-2-fluorophenyl)piperidin-4-yl)propyl)piperazin-1-yl)acetic acid ethyl ester C(C)OC(CN1CCN(CC1)CCCC1CCN(CC1)C1=C(C=C(C=C1)N)F)=O